4-(cyclopropylcarbamoyl)phenylboronic acid C1(CC1)NC(=O)C1=CC=C(C=C1)B(O)O